3,3-Difluoro-N-((1'-methyl-3H-spiro[benzofuran-2,4'-piperidin]-5-yl)methyl)cyclobutane-1-amine FC1(CC(C1)NCC=1C=CC2=C(CC3(CCN(CC3)C)O2)C1)F